C1(CC1)C(=O)NC1=CC(=C(N=N1)C(=O)N)NC1=C(C(=CC=C1)C=1C=NN(C1)[C@H]1C2(CC2)CCC1)OC (R)-6-(cyclopropanecarboxamido)-4-((2-methoxy-3-(1-(spiro[2.4]heptan-4-yl)-1H-pyrazol-4-yl)phenyl)amino)pyridazine-3-carboxamide